The molecule is a 3-oxo-fatty acyl-CoA(4-) arising from deprotonation of the phosphate and diphosphate functions of (19Z,22Z,25Z,28Z)-3-oxotetratriacontatetraenoyl-CoA. It is a 3-oxo-fatty acyl-CoA(4-), an 11,12-saturated fatty acyl-CoA(4-) and an ultra-long-chain 3-oxoacyl-CoA(4-). It is a conjugate base of a (19Z,22Z,25Z,28Z)-3-oxotetratriacontatetraenoyl-CoA. CCCCC/C=C\\C/C=C\\C/C=C\\C/C=C\\CCCCCCCCCCCCCCCC(=O)CC(=O)SCCNC(=O)CCNC(=O)[C@@H](C(C)(C)COP(=O)([O-])OP(=O)([O-])OC[C@@H]1[C@H]([C@H]([C@@H](O1)N2C=NC3=C(N=CN=C32)N)O)OP(=O)([O-])[O-])O